ClC=1C=C2C(=C(NC2=CC1)C(=O)NCCCNS(=O)(=O)C1=CC=C(C=C1)[N+](=O)[O-])S(=O)(=O)C1=CC(=CC(=C1)C)C 5-chloro-3-((3,5-dimethylphenyl)sulfonyl)-N-(3-((4-nitrophenyl)sulfonamido)propyl)-1H-indole-2-carboxamide